C1(=CC=CC=C1)C1=NN(C(=C1)C1=CC=CC=C1)C=1C=C(C=CC1OC)O 3-(3,5-diphenyl-1H-pyrazol-1-yl)-4-methoxyphenol